NCC=1N=C(OC1)C1=CC(N(C=C1)C(C)C)=O 4-(4-(aminomethyl)oxazol-2-yl)-1-isopropylpyridin-2(1H)-one